2-(6-(2-chloro-6-(2-hydroxyethyl)-7H-pyrrolo[2,3-d]pyrimidin-7-yl)pyridin-2-yl)propan-2-ol ClC=1N=CC2=C(N1)N(C(=C2)CCO)C2=CC=CC(=N2)C(C)(C)O